C(#N)N1CC(CCC1)C(=O)NC=1N=CN(C1)C1=CC=CC=C1 1-cyano-N-(1-phenyl-1H-imidazol-4-yl)piperidine-3-carboxamide